6-{[(1R)-1-(4-chlorophenyl)-5-(1-cyclopropyl-1-hydroxyethyl)-7-fluoro-1-{[1-(hydroxymethyl)cyclopropyl]methoxy}-3-oxo-2,3-dihydro-1H-isoindol-2-yl]methyl}pyridine-3-carbonitrile ClC1=CC=C(C=C1)[C@@]1(N(C(C2=CC(=CC(=C12)F)C(C)(O)C1CC1)=O)CC1=CC=C(C=N1)C#N)OCC1(CC1)CO